[Se]1C=CC=CC=C1 selenepin